CN1C2=CC=CC=C2N(C=2C=CC=CC12)C1=C(C(=C(C(=C1N1C=2C=CC=CC2N(C2=CC=CC=C12)C)C1=CC(=CC=C1)C=1OC2=C(N1)C=CC=C2)C2=CC=CC=C2)C2=CC=CC=C2)C2=CC(=CC=C2)C=2OC1=C(N2)C=CC=C1 2,2'-(2',3'-bis(10-methylphenazin-5(10H)-yl)-5',6'-diphenyl-[1,1':4',1''-terphenyl]-3,3''-diyl)bis(benzo[d]oxazole)